CN(CCCC(=O)[O-])C.[K+] potassium 4-(dimethylamino)butanoate